FC=1C=C(C=C(C1)F)C(/C=C(/C=O)\C)(CC=C(C)C)C (E)-4-(3,5-difluorophenyl)-2,4,7-trimethylocta-2,6-dienal